C(#N)[C@H]1[C@@H](C1)C1=CC=C(C=C1)S(=O)(=O)N=CN(C)C 4-[(1R,2R)-2-cyanocyclopropyl]-N-[(dimethylamino)methylidene]benzenesulfonamide